8,9-dihydro-7H-pyrano[3,2-b]imidazo[2,1-f]pyridine C1=CN=C2C=CC3=C(N21)CCCO3